3-fluoro-4-((4-(1-(oxetan-3-yl)-1H-pyrazol-4-yl)-5-(trifluoromethyl)pyrimidin-2-yl)amino)benzenesulfonamide FC=1C=C(C=CC1NC1=NC=C(C(=N1)C=1C=NN(C1)C1COC1)C(F)(F)F)S(=O)(=O)N